COC(C1=CC=NC=C1)=O.C(C1=CC=NC=C1)(=O)OC methyl isonicotinate methyl-isonicotinate